FC=1C(=NC=CC1)N1N=CC(=C1I)C1=CC=C(C=C1)OC(F)(F)F 3-fluoro-2-(5-iodo-4-(4-(trifluoromethoxy)phenyl)-1H-pyrazol-1-yl)pyridine